O=C1N(C(CC1)=O)C(C(=O)O)CCCCCCCCCCCCCC.FC=1C=CC=NC1OC 5-fluoro-6-methoxypyridine 2,5-Dioxopyrrolidin-1-yl-palmitate